CC1=CC=CC=C1S O-Toluenethiol